(4-(4-(benzo[d]thiazol-5-ylamino)quinolin-7-yl)-3-fluorophenyl)(pyrrolidin-1-yl)methanone S1C=NC2=C1C=CC(=C2)NC2=CC=NC1=CC(=CC=C21)C2=C(C=C(C=C2)C(=O)N2CCCC2)F